ClC=1C(=C(C=2C(=C(SN2)N2CCN(CC2)C(C=C)=O)C1)F)C1=C(C=C(C=C1)F)F 1-(4-(5-chloro-6-(2,4-difluorophenyl)-7-fluoro-2,1-benzothiazol-3-yl)-1-piperazinyl)-2-propen-1-one